N,N-bis(tert-butyloxycarbonyl)-7-bromo-6-chloroquinazolin-2-amine C(C)(C)(C)OC(=O)N(C1=NC2=CC(=C(C=C2C=N1)Cl)Br)C(=O)OC(C)(C)C